(S)-N-(4-(chloro(pyridin-2-yl)methyl)-2,3-dihydrobenzofuro[7,6-d]isoxazol-8-yl)-2,6-dimethoxybenzenesulfonamide Cl[C@@H](C1=CC2=C(C(=NO2)NS(=O)(=O)C2=C(C=CC=C2OC)OC)C2=C1CCO2)C2=NC=CC=C2